FC1=C(C=C(C=C1)N1C(=NC=C1)C=1C=C(C2=C(NC=N2)C1)C)OC 6-[1-(4-fluoro-3-methoxy-phenyl)imidazol-2-yl]-4-methyl-1H-benzimidazole